3-(3-Amino-5-(2-aminopyridin-4-yl)-1H-indazol-7-yl)benzoic acid ethyl ester C(C)OC(C1=CC(=CC=C1)C=1C=C(C=C2C(=NNC12)N)C1=CC(=NC=C1)N)=O